13-aminotridecanoic acid ethyl ester C(C)OC(CCCCCCCCCCCCN)=O